C(C)C1=CC2=C(CCOC23CC(N(CC3)CCOC)C)S1 2-ethyl-1'-(2-methoxyethyl)-2'-methyl-spiro[6,7-dihydrothieno[3,2-c]pyran-4,4'-piperidine]